ClC1=C(C=CC=C1)C(C(C)O)O 1-(2-chlorophenyl)-1,2-propanediol